NC=1C=C2C=CN(C2=CC1)CC(C)(O)C 1-(5-amino-1H-indol-1-yl)-2-methylpropan-2-ol